C(C=C)(=O)NC=1C=C(C=CC1)C=1C=C(C(=C2C=NC=NC12)N)C1=CC=C(C(=O)NC2=NC=CC=C2F)C=C1 4-(8-(3-acrylamidophenyl)-5-aminoquinazolin-6-yl)-N-(3-fluoropyridin-2-yl)benzamide